3-(6-methylpyridin-3-yl)-3-oxopropanenitrile CC1=CC=C(C=N1)C(CC#N)=O